CC1=NC(=CC(=C1NC(=O)C=1OC=CC1C)C)N1CCOCCC1 3-Methyl-furan-2-carboxylic acid (2,4-dimethyl-6-[1,4]oxazepan-4-yl-pyridin-3-yl)-amide